FC1=CC=C(C=C1)S(=O)(=O)N1CCOCC1 4-(4-fluorophenyl)sulfonylmorpholin